2,2,3,3,4,4,5,5-octafluoroHexane-1,6-diol methyl-3-(9-((4-(aminomethyl)phenyl)carbamoyl)-4,5-dihydrobenzo[b]thieno[2,3-d]oxepin-8-yl)-6-(cyclobutylcarbamoyl)picolinate CC1=C(C(=NC(=C1)C(NC1CCC1)=O)C(=O)OCC(C(C(C(CO)(F)F)(F)F)(F)F)(F)F)C=1C(=CC2=C(OCCC3=C2SC=C3)C1)C(NC1=CC=C(C=C1)CN)=O